tert-Butyl 3-(4,4,5,5-tetramethyl-1,3,2-dioxaborolan-2-yl)-1H-pyrrolo[2,3-b]pyridine-1-carboxylate CC1(OB(OC1(C)C)C1=CN(C2=NC=CC=C21)C(=O)OC(C)(C)C)C